(6-Chloro-5-fluoropyridin-2-yl)-1-(2-methoxypyrimidin-5-yl)-1-((5-(trifluoromethyl)-1H-pyrazol-3-yl)methyl)urea ClC1=C(C=CC(=N1)NC(N(CC1=NNC(=C1)C(F)(F)F)C=1C=NC(=NC1)OC)=O)F